BrC=1C=CC(=C(C1)S(=O)(=N)C1=CC=C(C#N)C=C1)OC 4-(5-bromo-2-methoxyphenylsulfonimidoyl)benzonitrile